ClC=1C=CC2=C(C=C(O2)C=2OC(=NN2)SSCCCCC)C1 2-(5-chlorobenzofuran-2-yl)-5-(pentyldithio)-1,3,4-oxadiazole